COC1CN(C1)CCN1C(NC2=NC=C(C=C21)C2=CC(=CC=C2)C(F)(F)F)=O 1-[2-(3-methoxyazetidin-1-yl)ethyl]-6-[3-(trifluoromethyl)phenyl]-3H-imidazo[4,5-b]pyridin-2-one